N(=NC(=O)N1CCCCC1)C(=O)N1CCCCC1 Diazene-1,2-diylbis(piperidin-1-ylmethanone)